OCC(C)(CO)NC(=O)C=1C2=C(N(N1)C1=CSC=C1)C=1C=C(C(=CC1OC2)OC)C2=CN(C=C2)C 7-methoxy-8-(1-methyl-1H-pyrrol-3-yl)-1-thiophen-3-yl-1,4-dihydro-chromeno[4,3-c]pyrazole-3-carboxylic acid (2-hydroxy-1-hydroxymethyl-1-methyl-ethyl)-amide